1-butylpyridin-2(1h)-one C(CCC)N1C(C=CC=C1)=O